tert-butyl 4-[2-(2-fluorophenyl)-1,3-dithian-2-yl]-4-hydroxypiperidine-1-carboxylate FC1=C(C=CC=C1)C1(SCCCS1)C1(CCN(CC1)C(=O)OC(C)(C)C)O